C(#N)C1=C(C(=C(OC2C(C(C2(C)C)NC(OC(C)(C)C)=O)(C)C)C=C1)C)OC tert-Butyl ((1r,3r)-3-(4-cyano-3-methoxy-2-methylphenoxy)-2,2,4,4-tetramethylcyclobutyl)carbamate